OC1=C(C=C(C=C1)/C=C/C(=O)C1=CC=C(C=C1)S(=O)(=O)N(C)C)[N+](=O)[O-] 4-[(E)-3-(4-Hydroxy-3-nitrophenyl)prop-2-enoyl]-N,N-dimethylbenzenesulfonamide